2-(cyclohexylpropyl)propane C1(CCCCC1)CCCC(C)C